[4,10-Bis-carboxymethyl-7-(2-ethenesulfonyl-ethyl)-1,4,7,10-tetraaza-cyclododec-1-yl]acetic acid C(=O)(O)CN1CCN(CCN(CCN(CC1)CCS(=O)(=O)C=C)CC(=O)O)CC(=O)O